COC=1C=C2C(=CC(=NC2=CC1)C1=CC=CC=C1)C1=CC=CC=C1 6-methoxy-2,4-diphenylquinoline